ethyl 3-((tert-butoxycarbonyl) amino)-4-(5-(4-((5-chloro-3-fluoropyridin-2-yl) oxy) phenyl)-2H-tetrazol-2-yl)-2,2-difluorobutyrate C(C)(C)(C)OC(=O)NC(C(C(=O)OCC)(F)F)CN1N=C(N=N1)C1=CC=C(C=C1)OC1=NC=C(C=C1F)Cl